N(=[N+]=[N-])CC1=CC=C(C=C1)OCC1=CC=CC=C1 1-(azidomethyl)-4-(benzyloxy)benzene